COC(C(C)(C)OCC1=NN(C(=C1)C1=CN=C(O1)OC(C)C)CC1=C(C=CC=C1)Cl)=O.C(C1=CC=CC=C1)NC1=C2NC=NC2=NC=N1 6-benzylaminopurine Methyl-2-([1-[(2-chlorophenyl)methyl]-5-[2-(propan-2-yloxy)-1,3-oxazol-5-yl]-1H-pyrazol-3-yl]methoxy)-2-methylpropanoate